NC1=C(OCCCS(=O)(=O)O)C=CC(=C1)N 3-(2',4'-diaminophenoxy)propylsulfonic acid